ClC1=C(C=C(C=C1)C(F)(F)F)C1=CC=C(N1)C1=CC=C(C(=O)O)C=C1 4-(5-(2-chloro-5-(trifluoromethyl)phenyl)Azol-2-yl)benzoic acid